C(C)(=O)O[C@H]1[C@H](NC(C)=O)[C@@H](OC(C)=O)[C@H](OC(C)=O)[C@H](O1)COC(C)=O N-Acetyl-β-D-glucosamine tetraacetate